C(C)(C)(C)OC(=O)N1C(CCC1)C=1N(C2=CC(=CC=C2C(C1)=O)Cl)C(C)C 2-(7-chloro-1-isopropyl-4-oxo-1,4-dihydroquinolin-2-yl)pyrrolidine-1-carboxylic acid tert-butyl ester